tert-butyl 3-(2-(4-(4-amino-3-(4-phenoxyphenyl)-1H-pyrazolo[3,4-d]pyrimidin-1-yl)piperidin-1-yl)-7-azaspiro[3.5]nonan-7-yl)azetidine-1-carboxylate NC1=C2C(=NC=N1)N(N=C2C2=CC=C(C=C2)OC2=CC=CC=C2)C2CCN(CC2)C2CC1(C2)CCN(CC1)C1CN(C1)C(=O)OC(C)(C)C